C(C1=CC=CC=C1)NC(CCCCCCCCCCCCCCCCC)=O N-Benzyl-octadecanamide